C(#C)C=1C(=CC=C2C=C(C=C(C12)C1=C(C=2N=C(N=C(C2C=N1)N1C[C@@H](CC(CC1)(F)F)NC(C=C)=O)OCC12CCCN2CCC1)F)O)F (R)-N-(1-(7-(8-ethynyl-7-fluoro-3-hydroxynaphthalen-1-yl)-8-fluoro-2-((tetrahydro-1H-pyrrolizin-7a(5H)-yl)methoxy)pyrido[4,3-d]pyrimidin-4-yl)-5,5-difluoroazepan-3-yl)acrylamide